(S)-tert-Butyl 6-amino-2-((tert-butoxycarbonyl)amino)-hexanoate NCCCC[C@@H](C(=O)OC(C)(C)C)NC(=O)OC(C)(C)C